C(C=C)/C(=C(/C(=O)O)\CC=C)/C(=O)O.C[Si]1(O[Si](O[Si](O[Si](O[Si](O[Si](O1)(C)C)(C)C)(C)C)(C)C)(C)C)C dodecamethyl-cyclohexasiloxane diallyl-maleate